BrC1=NC=CC(=C1)N1N=C(C=2C(N(CCC21)CC2=C(C=C(C=C2)OC)OC)=O)C 1-(2-bromopyridin-4-yl)-5-(2,4-dimethoxybenzyl)-3-methyl-1,5,6,7-tetrahydro-4H-pyrazolo[4,3-c]pyridin-4-one